N-(4-(5-cyanopyridin-3-yl)-2-methylphenyl)-2-(2-(cyclopropanesulfonamido)thiazol-4-yl)-2-methylpropanamide C(#N)C=1C=C(C=NC1)C1=CC(=C(C=C1)NC(C(C)(C)C=1N=C(SC1)NS(=O)(=O)C1CC1)=O)C